C(CC)N(C1CCC(CC1)N1C(NC2=C1C=C(C(=C2)C=2C=C(C=1N(C2)N=CN1)OC)CC)=O)CCC 1-((1s,4s)-4-(dipropylamino)cyclohexyl)-6-ethyl-5-(8-methoxy-[1,2,4]triazolo[1,5-a]pyridin-6-yl)-1,3-dihydro-2H-benzo[d]imidazol-2-one